C(=O)[O-].C(=O)[O-].C(=O)[O-].[Al+3] aluminum tri-formate